3-(4-benzyl-3-oxo-1,4-benzothiazin-6-yl)-1-(1H-indol-6-yl)-2-methyl-isothiourea C(C1=CC=CC=C1)N1C(CSC2=C1C=C(C=C2)N=C(NC2=CC=C1C=CNC1=C2)SC)=O